C1(CC1)C1=NC=NC(=C1C1=NC=C(C(=N1)N(C#N)CC1=CC=C(C=C1)C=1N(C=C(N1)C(F)(F)F)C)OC)OC N-(4'-cyclopropyl-5,6'-dimethoxy-[2,5'-bipyrimidine]-4-yl)-N-(4-(1-methyl-4-(trifluoromethyl)-1H-imidazol-2-yl)benzyl)cyanamide